ClC=1C(=NC=C(C1)F)CNC(=O)C1CCN(C2(CC2)C1)C(=O)C1=NNC(=C1)C1=CC(=NC=C1F)[C@@H](C)O N-((3-chloro-5-fluoropyridin-2-yl)methyl)-4-(5-(5-fluoro-2-((R)-1-hydroxyethyl)pyridin-4-yl)-1H-pyrazole-3-carbonyl)-4-azaspiro[2.5]octane-7-carboxamide